6-(4-(4-((7-bromo-2-(2,6-dioxopiperidin-3-yl)-1-oxoisoindolin-5-yl)methyl)piperazin-1-yl)piperidin-1-yl)-2-(4-phenoxyphenyl)nicotinamide BrC=1C=C(C=C2CN(C(C12)=O)C1C(NC(CC1)=O)=O)CN1CCN(CC1)C1CCN(CC1)C1=NC(=C(C(=O)N)C=C1)C1=CC=C(C=C1)OC1=CC=CC=C1